N1-(3,4-dichloro-1H-indol-7-yl)-N4-(1-(2,3-dihydrobenzo[b][1,4]dioxin-6-yl)propyl)benzene-1,4-disulfonamide ClC1=CNC2=C(C=CC(=C12)Cl)NS(=O)(=O)C1=CC=C(C=C1)S(=O)(=O)NC(CC)C1=CC2=C(OCCO2)C=C1